COC(=O)C=1C=C2C=CC=NC2=C(C1)N.C(C1=CC=CC=C1)OC1=C(C=CC(=C1[N+](=O)[O-])F)C(C)=O 1-(2-benzyloxy-4-fluoro-3-nitro-phenyl)ethanone methyl-8-aminoquinoline-6-carboxylate